N1=C(C(=CC2=CC=C3C=CC=NC3=C12)C#N)C#N [1,10]Phenanthroline-2,3-dicarbonitrile